ethylstearate C(C)OC(CCCCCCCCCCCCCCCCC)=O